1-(cyanomethyl) 4-(2-(ethyldisulfanyl)-6-methylphenyl) (S)-2-((tert-butoxycarbonyl)amino)succinate C(C)(C)(C)OC(=O)N[C@H](C(=O)OCC#N)CC(=O)OC1=C(C=CC=C1C)SSCC